Cl.Cl.Cl.N1C(CCCC1)CC(=O)N 2-(2-piperidinyl)acetamide trihydrochloride